3,3-diphenylpropanoic acid C1(=CC=CC=C1)C(CC(=O)O)C1=CC=CC=C1